NC=1N=NC(=CC1N1CC(N(CC1)C(=O)C=1C(=NOC1C)C)C)C1=C(C=CC=C1)O (4-(3-amino-6-(2-hydroxyphenyl)pyridazin-4-yl)-2-methylpiperazin-1-yl)(3,5-dimethylisoxazol-4-yl)methanone